N-(prop-2-yn-1-yl)stearamide C(C#C)NC(CCCCCCCCCCCCCCCCC)=O